(3R)-3-({[3-chloro-4-(cyclohex-1-en-1-yl)phenyl]methyl}(cyclopropyl)carbamoyl)piperidin ClC=1C=C(C=CC1C1=CCCCC1)CN(C(=O)[C@H]1CNCCC1)C1CC1